3,9-dimethylene-tricyclo[5.2.1.02,6]Decane C=C1C2C3C(CC(C2CC1)C3)=C